ClC1=NC2=C(C=CC=C2C(=C1)C(F)(F)F)Cl 2,8-dichloro-4-(trifluoromethyl)quinoline